C(CCC(=O)OCCCCCCCCCCOC(CCCCCCC)=O)(=O)OCC1=CC(=CC(=C1)CN(C)C)COC(CCC(=O)OCCCCCCCCCCOC(CCCCCCC)=O)=O O'-((5-((dimethylamino) methyl)-1,3-phenylene) bis(methylene)) bis(10-(octanoyloxy) decyl) disuccinate